1-(cyclopentylmethyl)-6-(3,5-dimethylisoxazol-4-yl)-1H-imidazo[4,5-b]pyridin-2(3H)-one C1(CCCC1)CN1C(NC2=NC=C(C=C21)C=2C(=NOC2C)C)=O